CN1C=C([C@]2([C@H](O)[C@H](O)[C@@H](CO)O2)C)C(NC1=O)=O N1-methylmethylpseudouridine